(R)-1-phenylethanamine (S)-2-bromo-2-fluoroacetate Br[C@@H](C(=O)O)F.C1(=CC=CC=C1)[C@@H](C)N